N-(2,6-dioxo-3-piperidyl)cyclopentanecarboxamide O=C1NC(CCC1NC(=O)C1CCCC1)=O